COC=1C(=C2C(=NC1)N(C=C2)[Si](C(C)C)(C(C)C)C(C)C)C(=O)[C@@H]2CNCC[C@@H]2C (5-methoxy-1-triisopropylsilyl-pyrrolo[2,3-b]pyridine-4-yl)-[cis-4-methyl-3-piperidyl]methanone